tert-butyl (R)-((3-(3-(4,4-difluoroazepan-1-yl)-6-(trifluoromethyl)pyridazine-4-carboxamido)phenyl)(methyl)(oxo)-λ6-sulfaneylidene)carbamate FC1(CCN(CCC1)C=1N=NC(=CC1C(=O)NC=1C=C(C=CC1)[S@](=O)(C)=NC(OC(C)(C)C)=O)C(F)(F)F)F